1-(3-((2-((2-methyl-4-(piperazin-1-yl)phenyl)amino)-5-(trifluoromethyl)pyrimidin-4-yl)amino)propyl)pyrrolidin-2-one CC1=C(C=CC(=C1)N1CCNCC1)NC1=NC=C(C(=N1)NCCCN1C(CCC1)=O)C(F)(F)F